4-(2-(dimethylamino)ethoxy)-2-methylaniline CN(CCOC1=CC(=C(N)C=C1)C)C